((1S,4S,5S)-4-(2,6-dimethoxy-4-((S)-2-methyl-3-phenyloctan-2-yl)phenyl)-6,6-dimethylbicyclo[3.1.1]hept-2-en-2-yl)methanol COC1=C(C(=CC(=C1)C(C)([C@@H](CCCCC)C1=CC=CC=C1)C)OC)[C@H]1C=C([C@@H]2C([C@H]1C2)(C)C)CO